F/C=C(\CNC(OC(C)(C)C)=O)/COC1=CC=C2CCC(NC2=C1)=O t-Butyl N-[(E)-3-fluoro-2-[(2-oxo-3,4-dihydro-1H-quinol-7-yl)oxymethyl]allyl]carbamate